Cl.ClC=1C(=NC=C(C1)C(F)(F)F)COC=1N=CC2=CC(=CC(=C2C1)C(=O)N1CCCCC1)C(=O)O 3-((3-chloro-5-(trifluoromethyl)pyridin-2-yl)methoxy)-5-(piperidine-1-carbonyl)isoquinoline-7-carboxylic acid hydrochloride